iodonium trifluoro-methylsulfonat FC(S(=O)(=O)[O-])(F)F.[IH2+]